NC1=NC(=CC=C1)CC 2-Amino-6-ethylpyridin